ClC1=C2CC[C@@]3(CCC=4C(=NC(=NC4[C@@H]3F)S(=O)C)N3C[C@@H](N(CC3)C(=O)OC(C)(C)C)CC#N)C2=CCC1 tert-butyl (2S)-4-((1S,8'R)-4-chloro-8'-fluoro-2'-(methylsulfinyl)-2,3,5',8'-tetrahydro-6H-spiro[indene-1,7'-quinazolin]-4'-yl)-2-(cyanomethyl)piperazine-1-carboxylate